4-(4-((1R,5S)-3,8-diazabicyclo[3.2.1]octan-3-yl)-8-fluoro-2-(3-hydroxypropyl)quinazolin-7-yl)naphthalen-2-ol [C@H]12CN(C[C@H](CC1)N2)C2=NC(=NC1=C(C(=CC=C21)C2=CC(=CC1=CC=CC=C21)O)F)CCCO